C(C1=CC=CC=C1)(=O)[O-].C1(=C(C=CC=C1C)C)[NH+](C)C(N)=O 2,6-xylyl-carbamoyl-methyl-ammonium benzoate